ClC=1C(=NC(=NC1)NC1CCOCC1)C1=CC=C2CN(C(C2=C1)=O)CC(=O)N[C@H](CO)C1=CSC=C1 2-(6-{5-chloro-2-[(oxan-4-yl)amino]pyrimidin-4-yl}-1-oxo-2,3-dihydro-1H-isoindol-2-yl)-N-[(1S)-2-hydroxy-1-(thiophen-3-yl)ethyl]acetamide